1-(3-oxabicyclo[3.1.0]hexan-6-yl)-3-(3-((tert-butyldimethylsilyl)oxy)propoxy)-5-methyl-4-nitro-1H-pyrazole C12COCC2C1N1N=C(C(=C1C)[N+](=O)[O-])OCCCO[Si](C)(C)C(C)(C)C